ClC=1C=CC(=C(C1)B(O)O)CNC(=O)[C@H]1N(C[C@@H](C1)O)C(C(C(C)C)C1=CC(=NO1)C)=O 5-chloro-2-({[(2S,4R)-4-hydroxy-1-[3-methyl-2-(3-methyl-1,2-oxazol-5-yl)butanoyl]pyrrolidin-2-yl]formamido}methyl)phenylboronic acid